N[C@@]1(CN(CC1)C1=C(C=NC=C1C1=CC(=CC(=C1)C)C)C(=O)NC1CCC(CC1)(F)F)C 4-[(3S)-3-amino-3-methylpyrrolidin-1-yl]-N-(4,4-difluorocyclohexyl)-5-(3,5-dimethylphenyl)pyridine-3-carboxamide